5-Ethyl-2,4,6-trimethylphenol C(C)C=1C(=CC(=C(C1C)O)C)C